C(C)(C)(C)OC(=O)N1[C@H](C=2C(CC1)=NN(C2N2C(N(C=C2)C=2C=C1C=NN(C1=CC2)[C@H]2COCC2)=O)C2=CC(=C(C(=C2)C)F)C)C (4S)-2-(4-fluoro-3,5-dimethylphenyl)-4-methyl-3-[2-oxo-3-[1-[(3R)-oxolane-3-yl]Indazol-5-yl]Imidazol-1-yl]-6,7-dihydro-4H-pyrazolo[4,3-c]Pyridine-5-carboxylic acid tert-butyl ester